N-(3-(diethylamino)propyl)-2-(4-morpholinophenyl)benzo[d]imidazo[2,1-b]thiazole C(C)N(CCCN1C(=CN2C1SC1=C2C=CC=C1)C1=CC=C(C=C1)N1CCOCC1)CC